4,5-difluoro-pyridin-2-yl(4-(5-(3-fluoropyridin-2-yl)thiazole-2-carbonyl)-piperazin-1-yl)methanone FC1=CC(=NC=C1F)C(=O)N1CCN(CC1)C(=O)C=1SC(=CN1)C1=NC=CC=C1F